BrCC=1SC2=C(N1)C=C(C=C2)F 2-(bromomethyl)-5-fluoro-1,3-benzothiazole